C(CCCCC)OCCCCC(C)=O 6-hexyloxy-hexane-2-one